Methyl ((S)-1-((S)-3-(((S)-6,6-difluoro-1-(methylamino)-1,2-dioxoheptan-3-yl)carbamoyl)-2-azaspiro[4.5]decan-2-yl)-3,3-dimethyl-1-oxobutan-2-yl)carbamate FC(CC[C@@H](C(C(=O)NC)=O)NC(=O)[C@H]1N(CC2(C1)CCCCC2)C([C@H](C(C)(C)C)NC(OC)=O)=O)(C)F